pyrazol-3-carbonitrile N1N=C(C=C1)C#N